NC1=CC=C(OCCOCCOCCOCCOCCOCCOCCOCCOCC)C=C1 26-(4-aminophenoxy)-3,6,9,12,15,18,21,24-octaoxahexacosan